5-(2-(2-methyl-5-(4-((4-methylpiperazin-1-yl)methyl)benzamido)phenylamino)pyrimidin-4-yl)pyridin-3-ylboronic Acid CC1=C(C=C(C=C1)NC(C1=CC=C(C=C1)CN1CCN(CC1)C)=O)NC1=NC=CC(=N1)C=1C=C(C=NC1)B(O)O